C(C)CC(CCCCC)=O ethyl-heptanone